3-(4-methoxyphenyl)-1-(pyridin-2-yl)-1H-1,2,4-triazole-3,5-diamine COC1=CC=C(C=C1)C1(NN(C(=N1)N)C1=NC=CC=C1)N